FC1=CC=C(OC(C(=O)NC2=CC=C(C=C2)C2=CSC(=C2)COC)(C)C)C=C1 2-(4-fluorophenoxy)-N-(4-(5-(methoxymethyl)thiophen-3-yl)phenyl)-2-methylpropanamide